5-Androstene-3alpha,16beta,17beta-triol C[C@@]12[C@H]([C@H](C[C@H]1[C@@H]1CC=C3C[C@@H](CC[C@]3(C)[C@H]1CC2)O)O)O